CN1[C@H](COCC1)C(=O)O (R)-4-methylmorpholine-3-carboxylic acid